C(C)(C)(C)SCCCCCC1=CC=CC=C1 (5-phenyl-n-amyl) tertiary butyl sulfide